C(C=1C(C(=O)[O-])=CC=CC1)(=O)[O-].[Na+].[Na+] Dinatrium phthalat